malonic acid 1-tert-butyl ester 3-methyl ester COC(CC(=O)OC(C)(C)C)=O